6,8-Dichloroquinolin-2(1H)-one ClC=1C=C2C=CC(NC2=C(C1)Cl)=O